6-methoxy-N2-(2-methoxyethyl)-7-(3-(pyrrolidin-1-yl)propoxy)-N4-(tetrahydro-2H-pyran-4-yl)quinazoline-2,4-diamine COC=1C=C2C(=NC(=NC2=CC1OCCCN1CCCC1)NCCOC)NC1CCOCC1